(3H-2,1-benzoxathionine)-1,1-dioxide S1(OCC=CC=CC2=C1C=CC=C2)(=O)=O